chromen-7-amine hydrochloride Cl.O1CC=CC2=CC=C(C=C12)N